7-methoxy-1-{[(2s,4s)-4-(oxetan-3-yl)-5-oxopyrrolidin-2-yl]methoxy}isoquinoline-6-carboxamide COC1=C(C=C2C=CN=C(C2=C1)OC[C@H]1NC([C@@H](C1)C1COC1)=O)C(=O)N